butyl N-(2-bromoethyl)carbamate BrCCNC(OCCCC)=O